2-(2-(2,6-dioxopiperidin-3-yl)-1-oxoisoindoline-5-carbonyl)-2-azaspiro[3.3]hept-5-en O=C1NC(CCC1N1C(C2=CC=C(C=C2C1)C(=O)N1CC2(C1)C=CC2)=O)=O